OCC1CN(CCC1)C(=O)NC=1SC(=C(N1)C)C1=CC(=C(C=C1)OC)S(NC1=CC=C(C=C1)O)(=O)=O 3-(hydroxymethyl)-N-[5-[3-[(4-hydroxyphenyl)sulfamoyl]-4-methoxyphenyl]-4-methyl-thiazol-2-yl]piperidine-1-carboxamide